benzyl 4-(3-chloro-2-methylphenyl)-4-(quinolin-7-ylamino)piperidine-1-carboxylate ClC=1C(=C(C=CC1)C1(CCN(CC1)C(=O)OCC1=CC=CC=C1)NC1=CC=C2C=CC=NC2=C1)C